Bis(((trifluoromethyl)sulfinyl)oxy)zinc FC(S(=O)O[Zn]OS(=O)C(F)(F)F)(F)F